Pyridine-2-carboxylic Acid Chromium (III) Salt [Cr+3].N1=C(C=CC=C1)C(=O)[O-].N1=C(C=CC=C1)C(=O)[O-].N1=C(C=CC=C1)C(=O)[O-]